lithium manganese iron fluorophosphate P(=O)([O-])([O-])F.[Fe+2].[Mn+2].[Li+]